3-(5-(1,3,4-oxadiazol-2-yl)pyridin-3-yl)-4-(dimethylamino)phenyl (cyclohexylmethyl)carbamate C1(CCCCC1)CNC(OC1=CC(=C(C=C1)N(C)C)C=1C=NC=C(C1)C=1OC=NN1)=O